6-{[(1-Benzothiophen-3-yl)methyl]amino}pyridine-3-carboxylic acid S1C=C(C2=C1C=CC=C2)CNC2=CC=C(C=N2)C(=O)O